C1(CCCC1)C=1C=CC(=NC1)N 5-cyclopentylpyridin-2-amine